C1(CCCC1)OCC1=C(C(=CC(=C1)NC1(CCOCC1)C(=O)O)F)C1=CC(=C(C(=C1)OC)C)OC 4-((2-((Cyclopentyloxy)methyl)-6-fluoro-3',5'-dimethoxy-4'-methyl-[1,1'-biphenyl]-4-yl)amino)tetrahydro-2H-pyran-4-carboxylic acid